(2-chloro-6-hydroxyphenyl)boric acid ClC1=C(C(=CC=C1)O)OB(O)O